O[C@H]1[C@@H](CCCC1)CCN(CCCCCCCC(=O)N(CCCCCCCCCC)CCCCCCCCCC)CCCCCCCC(=O)N(CCCCCCCCCC)CCCCCCCCCC 8,8'-((2-((1s,2r)-2-hydroxycyclohexyl)ethyl)azanediyl)bis(N,N-didecyloctanamide)